O1C=CC2=C1C=C(C=C2)OC(=O)N2C(C(C1=CC=CC=C21)C2C(C1=CC=CC=C1C=C2)O)=O (benzofuran-6-yl)-3-(1-hydroxy-1,2-dihydronaphthalen-2-yl)-2-oxoindoline-1-carboxylate